NC1=C(C(=NN1C1CN(CC1(F)F)CC)C1=CC=C(C=C1)Br)C#N 5-amino-3-(4-bromophenyl)-1-(1-ethyl-4,4-difluoro-pyrrolidin-3-yl)pyrazole-4-carbonitrile